CN1C(N(CC=2C1=NC(=NC2)NC2=CC=C(C=C2)N2CCN(CC2)C)[C@H]2C[C@@H](NC2)C(=O)O)=O (2R,4S)-4-[1-methyl-7-[4-(4-methylpiperazin-1-yl)anilino]-2-oxo-4H-pyrimido[4,5-d]pyrimidin-3-yl]pyrrolidine-2-carboxylic acid